C(C1=CC=CC=C1)OC1=C(C=CC=C1)N1C(C(C1C1=C(C=C(C(=C1)F)Br)OC)(C)C)=O 1-[2-(benzyloxy)phenyl]-4-(4-bromo-5-fluoro-2-methoxyphenyl)-3,3-dimethylazetidin-2-one